The molecule is a hydroxy fatty amide ascaroside obtained by obtained by formal condensation of the 24-hydroxy group of (24R)-24-hydroxy-N-(2-hydroxyethyl)-2-methyl-3-oxopentacosanamide with ascarylopyranose (the alpha anomer). It is a metabolite of the nematode Caenorhabditis elegans. It has a role as a Caenorhabditis elegans metabolite. It is a hydroxy fatty amide ascaroside, a N-acylethanolamine and a monocarboxylic acid amide. C[C@H]1[C@@H](C[C@H]([C@@H](O1)O[C@H](C)CCCCCCCCCCCCCCCCCCCCC(=O)C(C)C(=O)NCCO)O)O